CN1C2=C(OC(C1)C(=O)OCC)C=CC=C2 ethyl 4-methyl-3,4-dihydro-2H-benzo[b][1,4]oxazine-2-carboxylate